allyl (6aS)-3-((6-ethoxy-6-oxohexyl)oxy)-2-methoxy-12-oxo-6-((tetrahydro-2H-pyran-2-yl)oxy)-6,6a,7,8,9,10-hexahydrobenzo[e]pyrido[1,2-a][1,4]-diazepine-5(12H)-carboxylate C(C)OC(CCCCCOC=1C(=CC2=C(N(C([C@H]3N(C2=O)CCCC3)OC3OCCCC3)C(=O)OCC=C)C1)OC)=O